C(SC)(OCCCCCCCCCC)=S O-n-decyl S-methyl dithiocarbonate